8-chloro-7-((5-chloropyrazin-2-yl)thio)imidazo[1,2-a]pyridine ClC=1C=2N(C=CC1SC1=NC=C(N=C1)Cl)C=CN2